CC1=CC=C(C=C1)S(=O)(=O)N1C=NC(=C1)C(C)=O 1-(1-(4-methylbenzene-1-sulfonyl)-1H-imidazol-4-yl)ethan-1-one